C(C)OC1=C(C=CC=C1)C1=NC=2CN(C[C@@]3([C@@H](CN(CC3)C3=C(C#N)C=CC=C3)CC)C2C=C1)C[C@@H]1NCCC1 2-[(3'S,5S)-2-(2-ethoxyphenyl)-3'-ethyl-7-[[(2R)-pyrrolidin-2-yl]methyl]spiro[6,8-dihydro-1,7-naphthyridine-5,4'-piperidine]-1'-yl]benzonitrile